(R)-1-(2-chloro-5-fluoropyridin-3-yl)ethyl (1-methyl-4-(5-(6-(trifluoromethyl) nicotinamido) pyridin-2-yl)-1H-1,2,3-triazol-5-yl)carbamate CN1N=NC(=C1NC(O[C@H](C)C=1C(=NC=C(C1)F)Cl)=O)C1=NC=C(C=C1)NC(C1=CN=C(C=C1)C(F)(F)F)=O